FC1=C(C=CC(=C1)C(F)(F)F)S(=O)(=O)N1CCC2(CN(C2)C(=O)N2C[C@H](CC2)C2=NC=NN2)CC1 [7-[2-fluoro-4-(trifluoromethyl)phenyl]sulfonyl-2,7-diazaspiro[3.5]nonan-2-yl]-[(3S)-3-(1H-1,2,4-triazol-5-yl)pyrrolidin-1-yl]methanone